CN(C)CC1=NC2=C(C=CC=C2C=C1)NS(=O)(=O)CC=C N-(2-((Dimethylamino)methyl)quinolin-8-yl)prop-2-ene-1-sulfonamide